(3R,6R)-6-((S)-sec-butyl)-3-(2,3-dihydro-1H-inden-2-yl)-1-((R)-(6,8-dihydro-5H-imidazo[5,1-c][1,4]oxazin-3-yl)(2-methyloxazol-4-yl)methyl)piperazine-2,5-dione [C@H](C)(CC)[C@@H]1C(N[C@@H](C(N1[C@H](C=1N=C(OC1)C)C1=NC=C2COCCN21)=O)C2CC1=CC=CC=C1C2)=O